O=C1C(=CN=C(N1CC(=O)OC)C1=CC=CC=C1)NC(=O)C1=NN(C(=N1)C1=CC=CC=C1)COCC[Si](C)(C)C methyl 2-(6-oxo-2-phenyl-5-(5-phenyl-1-((2-(trimethylsilyl) ethoxy)methyl)-1H-1,2,4-triazole-3-carboxamido)pyrimidin-1(6H)-yl)acetate